C1(CCCCC1)C(=O)N cyclohexane-carboamide